BrC=1C=C2C(=NC1)C1=NC=C(C(=C1N2)NC(C)C)C(=O)OCC ethyl 7-bromo-4-(isopropylamino)-5H-pyrrolo[3,2-b:4,5-b']dipyridine-3-carboxylate